C(C)(=O)OC1=C(C(=C(C=C1)[C@H]1CO[C@]([C@H]1C)(C(F)(F)F)C)OC)F (3S,4S,5R)-3-(4-acetoxy-3-fluoro-2-methoxyphenyl)-4,5-dimethyl-5-(trifluoromethyl)tetrahydrofuran